C(C)OC(=O)C1=CC2=C(N=CN2)C(=C1)Br 7-Bromo-3H-benzimidazole-5-carboxylic acid ethyl ester